7-amino-3-ethyl-5-((2-(1-(1-hydroxy-2-methylpropan-2-yl)-1H-pyrazol-3-yl)ethyl)amino)-2-methylpyrazolo[1,5-a]pyrimidine-6-carbonitrile NC1=C(C(=NC=2N1N=C(C2CC)C)NCCC2=NN(C=C2)C(CO)(C)C)C#N